ClC=1C=C2C(=C3C4(NC(NC13)=O)CCCCC4)OC(=C2)CN2C[C@H](O[C@H](C2)C)C 5'-chloro-2'-{[(2R,6S)-2,6-dimethylmorpholin-4-yl]methyl}-7',8'-dihydro-6'H-spiro[cyclohexane-1,9'-furo[2,3-f]quinazoline]-7'-one